(1,2-distearoyl)-sn-glycero-3-phosphocholine C(CCCCCCCCCCCCCCCCC)(=O)OC[C@@H](OC(CCCCCCCCCCCCCCCCC)=O)COP(=O)([O-])OCC[N+](C)(C)C